3-(6-(1-Isobutyl-1H-pyrazol-4-yl)-1H-benzo[d]imidazol-2-yl)pyrrolidine-1-carbonitrile C(C(C)C)N1N=CC(=C1)C=1C=CC2=C(NC(=N2)C2CN(CC2)C#N)C1